tert-Butyl 5,6,7-trimethyl-4-oxo-1,3,4,5-tetrahydro-2H-pyrrolo[3,4-c]pyridine-2-carboxylate CN1C(C2=C(C(=C1C)C)CN(C2)C(=O)OC(C)(C)C)=O